1-dimethoxyphosphoryl-2-oxo-propane-1-diazonium COP(=O)(OC)C(C(C)=O)[N+]#N